2-(p-dimethylaminophenyl)benzoxazole CN(C1=CC=C(C=C1)C=1OC2=C(N1)C=CC=C2)C